1-(4-bromophenyl)ethane-1,2-diamine dihydrochloride Cl.Cl.BrC1=CC=C(C=C1)C(CN)N